2-((4-nitrophenoxy)methyl)pyrimidine [N+](=O)([O-])C1=CC=C(OCC2=NC=CC=N2)C=C1